[Ru].[Ge].[Hf] hafnium germanium ruthenium